3-((1H-pyrazole-5-carboxamido)methyl)-5-benzyl-N-((R)-3-methyl-1-((3aS,4S,6S,7aR)-3a,5,5-trimethylhexahydro-4,6-methanobenzo[d][1,3,2]dioxaborol-2-yl)butyl)-4,5-dihydroisoxazole N1N=CC=C1C(=O)NCC1N(OC(C1)CC1=CC=CC=C1)[C@@H](CC(C)C)B1O[C@@]2([C@H](O1)C[C@H]1C([C@@H]2C1)(C)C)C